1-(3-(5-methylpyridazin-4-yl)-1-((2-(trimethylsilyl)ethoxy)methyl)-1H-1,2,4-triazol-5-yl)piperidin-2-one CC=1C(=CN=NC1)C1=NN(C(=N1)N1C(CCCC1)=O)COCC[Si](C)(C)C